C(C1=CC=CC=C1)OC=1C=C2CCC(=C(C2=CC1)C1=CC=C(C=C1)N1CCC(CC1)C(OC)OC)C1=CCC(CC1)(F)F 1-(4-(6-(Benzyloxy)-2-(4,4-difluorocyclohex-1-en-1-yl)-3,4-dihydronaphthalen-1-yl)phenyl)-4-(dimethoxymethyl)piperidine